(3R)-7-[5-(4-acetylpiperazin-1-yl)-1,3,4-oxadiazol-2-yl]-3-amino-5-[(4-chlorophenyl)methyl]-8-fluoro-1,1-dioxo-2,3-dihydro-1lambda6,5-benzothiazepin-4-one C(C)(=O)N1CCN(CC1)C1=NN=C(O1)C=1C(=CC2=C(N(C([C@H](CS2(=O)=O)N)=O)CC2=CC=C(C=C2)Cl)C1)F